N-(6-(2H-1,2,3-Triazol-2-yl)-5-(trifluoromethyl)pyridin-3-yl)-5-(thiazol-2-yl)-3,4-dihydroquinoline-1(2H)-carboxamide N=1N(N=CC1)C1=C(C=C(C=N1)NC(=O)N1CCCC2=C(C=CC=C12)C=1SC=CN1)C(F)(F)F